N-(2-cyanophenethyl)-2-ethynylthiazole-4-carboxamide C(#N)C1=C(CCNC(=O)C=2N=C(SC2)C#C)C=CC=C1